Pyridine-6-carboxylic acid phenyl ester C1(=CC=CC=C1)OC(=O)C1=CC=CC=N1